6-[(2R)-4-(4-chloro-2-cyanobenzoyl)-2-ethylpiperazin-1-yl]-3-(2-ethoxypyridin-3-yl)-2-fluoro-N-[2-(methylamino)ethyl]benzamide ClC1=CC(=C(C(=O)N2C[C@H](N(CC2)C2=CC=C(C(=C2C(=O)NCCNC)F)C=2C(=NC=CC2)OCC)CC)C=C1)C#N